5-cyclopropyl-3-(2,6-dichlorophenyl)-4-(iodomethyl)-1,2-oxazole C1(CC1)C1=C(C(=NO1)C1=C(C=CC=C1Cl)Cl)CI